(1R,2S)-5'-methoxy-2-[3-(2-methoxy-5-methylanilino)-1H-indazol-6-yl]spiro[cyclopropane-1,3'-indol]-2'(1'H)-one COC=1C=C2[C@]3(C(NC2=CC1)=O)[C@@H](C3)C3=CC=C1C(=NNC1=C3)NC3=C(C=CC(=C3)C)OC